FC=1C=CC2=C(SC3=C2C=CC(=C3F)C3CCC(CC3)C3CCC(CC3)CCC)C1F 3,4,6-Trifluoro-7-[4-(4-propylcyclohexyl)cyclohexyl]dibenzothiophene